CC=1C=C(C(=O)OC2=CC(=CC(=C2)C=NC2=C(C=C(C=C2)Cl)Cl)Br)C=CC1 3-bromo-5-((2,4-dichlorophenylimino)-methyl)phenyl 3-meth-ylbenzoate